bis(1H-1,2,4-triazol-1-yl)methanone N1(N=CN=C1)C(=O)N1N=CN=C1